sodium dodecyl (lauryl)sulfonate C(CCCCCCCCCCC)S(=O)(=O)OCCCCCCCCCCCC.[Na]